ClC=1C=CC(=C(C1)C1=C(N=NN1)C=1C=C2C=C(C=NC2=CC1)N1CCNCCC1)F 6-[5-(5-chloro-2-fluoro-phenyl)-1H-triazol-4-yl]-3-(1,4-diazepan-1-yl)quinoline